tert-butyl 3-bromo-2-((tert-butoxycarbonyl)oxy)-6-(isobutoxymethyl)benzoate BrC=1C(=C(C(=O)OC(C)(C)C)C(=CC1)COCC(C)C)OC(=O)OC(C)(C)C